The molecule is a 26-membered polypeptide consisting of Gly, Ile, Gly, Ala, Val, Leu, Lys, Val, Leu, Thr, Thr, Gly, Leu, Pro, Ala, Leu, Ile, Ser, Trp, Ile, Lys, Arg, Lys, Arg, Gln and Gln-NH2 residues joined in sequence. It is the principal active component of bee venom. It has a role as an animal metabolite, a venom, an EC 2.7.11.13 (protein kinase C) inhibitor, a hepatoprotective agent, an apoptosis inducer, a neuroprotective agent and an antineoplastic agent. It is a polypeptide and a peptidyl amide. CC[C@H](C)[C@@H](C(=O)NCC(=O)N[C@@H](C)C(=O)N[C@@H](C(C)C)C(=O)N[C@@H](CC(C)C)C(=O)N[C@@H](CCCCN)C(=O)N[C@@H](C(C)C)C(=O)N[C@@H](CC(C)C)C(=O)N[C@@H]([C@@H](C)O)C(=O)N[C@@H]([C@@H](C)O)C(=O)NCC(=O)N[C@@H](CC(C)C)C(=O)N1CCC[C@H]1C(=O)N[C@@H](C)C(=O)N[C@@H](CC(C)C)C(=O)N[C@@H]([C@@H](C)CC)C(=O)N[C@@H](CO)C(=O)N[C@@H](CC2=CNC3=CC=CC=C32)C(=O)N[C@@H]([C@@H](C)CC)C(=O)N[C@@H](CCCCN)C(=O)N[C@@H](CCCNC(=N)N)C(=O)N[C@@H](CCCCN)C(=O)N[C@@H](CCCNC(=N)N)C(=O)N[C@@H](CCC(=O)N)C(=O)N[C@@H](CCC(=O)N)C(=O)N)NC(=O)CN